Cl.NC1CCC(CC1)CN1C(\C(\C2=CC=C(C=C12)C(=O)NCC#C)=C/C=1NC(=CC1)C)=O (Z)-1-(((1r,4r)-4-aminocyclohexyl)methyl)-3-((5-methyl-1H-pyrrol-2-yl)methylene)-2-oxo-N-(prop-2-yn-1-yl)indole-6-carboxamide hydrochloride